COC=1C=C(C=O)C=CC1OC L-3,4-Dimethoxybenzaldehyde